14-chloro-4-fluoro-15-hydroxy-11,17,17-trioxo-10-oxa-17λ6-thia-18-azatetracyclo[17.3.1.112,16.02,7]tetracosa-1(22),2,4,6,12,14,16(24),19(23),20-nonaene-21-carbonitrile ClC=1C=C2C(OCCC3=CC=C(C=C3C3=CC(=CC(NS(C(C1O)=C2)(=O)=O)=C3)C#N)F)=O